indolyl-(decanol) N1C(=CC2=CC=CC=C12)C(CCCCCCCCC)O